O=C(C(=O)C[C@@H](O)[C@H](O)[C@H](O)CO)[O-] 2-dehydro-3-deoxy-D-arabinoheptonate